(2-hydroxy-5-methylphenyl)(2-nitrophenyl)methanone OC1=C(C=C(C=C1)C)C(=O)C1=C(C=CC=C1)[N+](=O)[O-]